BrC=1C(N=C2N(C3=C(C(=NC2C)C2=C(C=CC=C2F)F)C(=C(C=C3)Cl)Cl)C1)=O 2-bromo-8,9-dichloro-7-(2,6-difluorophenyl)-5-methyl-5H-pyrimido[1,2-a][1,4]benzodiazepin-3-one